CS(=O)(=O)OCC1=C(OC2=C1C=C(C=C2)OCC2=CC=CC=C2)C (5-(benzyloxy)-2-methylbenzofuran-3-yl)methyl methanesulfonate